4-nitro-3-(trifluoromethyl)-1-((2-(trimethylsilyl)ethoxy)methyl)-1H-pyrazole [N+](=O)([O-])C=1C(=NN(C1)COCC[Si](C)(C)C)C(F)(F)F